N-(3-Cyano-5-fluoro-4-(1-(2-(5-methyl-1,3,4-oxadiazol-2-yl)propan-2-yl)-1H-pyrazol-4-yl)phenyl)-2-(6-(trifluoromethyl)pyridin-2-yl)acetamide C(#N)C=1C=C(C=C(C1C=1C=NN(C1)C(C)(C)C=1OC(=NN1)C)F)NC(CC1=NC(=CC=C1)C(F)(F)F)=O